C(C)(C)(C)C1=C(C(=CC=C1)C)O 2-(tert-butyl)-6-methylphenol